(2S,5R)-5-((N-Cyclopropylsulfamoyl)amino)tetrahydro-2H-pyran C1(CC1)NS(=O)(=O)N[C@@H]1CCCOC1